C(=CC=CCCCCCCCCCCCCCCCC)O (13E)-eicosadien-1-ol